C(#N)C1=CC(=C(C=C1F)NS(=O)(=O)C1=CNC(=C1)C1=CC=CC=C1)OC N-(4-cyano-5-fluoro-2-methoxyphenyl)-5-phenyl-1H-pyrrole-3-sulfonamide